N1-(2-(dimethylamino)ethyl)-5-methoxy-N1-methyl-N4-(4-(1-methyl-1H-indol-3-yl)pyrimidin-2-yl)-2-nitrobenzene-1,4-diamine methanesulfonate CS(=O)(=O)O.CN(CCN(C1=C(C=C(C(=C1)OC)NC1=NC=CC(=N1)C1=CN(C2=CC=CC=C12)C)[N+](=O)[O-])C)C